O[C@H]1C2(CN(C2)C(=O)OC(C)(C)C)CC[C@H]1[C@H]1N2C(C=3C=CC=CC13)=CN=C2 tert-butyl (5R,6S)-5-hydroxy-6-[(5R)-5H-imidazo[1,5-b]isoindol-5-yl]-2-azaspiro[3.4]octane-2-carboxylate